(2S)-2-[(2S)-2-[(tert-butoxycarbonyl)amino]-3-methylbutanamido]propanoic acid C(C)(C)(C)OC(=O)N[C@H](C(=O)N[C@H](C(=O)O)C)C(C)C